4-(Vinylphenyl)-1-butene C=CCCC1=CC=CC=C1C=C